3-(4-tert-butylphenyl)-3-(2-chloropyridin-4-yl)-1-(morpholin-4-yl)prop-2-en-1-one C(C)(C)(C)C1=CC=C(C=C1)C(=CC(=O)N1CCOCC1)C1=CC(=NC=C1)Cl